3-Amino-4-(7-fluoro-1H-indazol-4-yl)-7-methyl-6-(2-oxa-6-azaspiro[3.3]heptan-6-yl)-1H-quinolin-2-one NC=1C(NC2=CC(=C(C=C2C1C1=C2C=NNC2=C(C=C1)F)N1CC2(COC2)C1)C)=O